C(C)(C)(C)C=1N=CN(C1)C(=O)NCCC1=CC=CC=C1 4-tert-Butyl-N-phenethyl-1H-imidazole-1-carboxamide